N-(5-(2-(((1r,4r)-4-(dimethylamino)cyclohexyl)amino)-8-isopropyl-7-oxo-7,8-dihydropteridin-6-yl)pyridin-2-yl)-3,3-difluorobutane-1-sulfonamide CN(C1CCC(CC1)NC1=NC=2N(C(C(=NC2C=N1)C=1C=CC(=NC1)NS(=O)(=O)CCC(C)(F)F)=O)C(C)C)C